Lithium-Iron-Manganese [Mn].[Fe].[Li]